C1(CC1)CNC1=C(C#N)C=C(C=C1)C1=NC(=NO1)C1=CC=C2CCC(NC2=C1)=O 2-((cyclopropylmethyl)amino)-5-(3-(2-oxo-1,2,3,4-tetrahydroquinolin-7-yl)-1,2,4-oxadiazol-5-yl)benzonitrile